6-(4-Cyclopropyl-6-methoxypyrimidin-5-yl)-1-((6-(5-methyl-3-(trifluoromethyl)-1H-pyrazol-1-yl)pyridin-3-yl)methyl)-1H-pyrazolo[4,3-c]pyridine C1(CC1)C1=NC=NC(=C1C1=CC2=C(C=N1)C=NN2CC=2C=NC(=CC2)N2N=C(C=C2C)C(F)(F)F)OC